o-(6-amino-3-imino-3H-xanthen-9-yl)-benzoic acid NC=1C=C2OC3=CC(C=CC3=C(C2=CC1)C1=C(C(=O)O)C=CC=C1)=N